CN1CCN(CC1)C1=CC=C(C=C1)NC=1N=CC2=C(N1)N(C(C=C2C#C[Si](C(C)C)(C(C)C)C(C)C)=O)C2CCC(CC2)NC(=O)C2=CN=NC=C2 N-[(1r,4r)-4-(2-{[4-(4-Methylpiperazin-1-yl)phenyl]amino}-7-oxo-5-[2-(triisopropylsilyl)ethynyl]pyrido[2,3-d]pyrimidin-8-yl)cyclohexyl]pyridazine-4-carboxamide